[2H]C1(C(C(NC1([2H])[2H])([2H])[2H])([2H])[2H])[2H] pyrrolidine-D8